4-methyl-2-(9-methyl-9H-fluoren-9-yl)phenolate CC1=CC(=C(C=C1)[O-])C1(C2=CC=CC=C2C=2C=CC=CC12)C